4-methyl-2,6-dimethoxyphenol CC1=CC(=C(C(=C1)OC)O)OC